CC1(COB(OC1)C=1C=C2C3(C(N(C2=CC1)C1OCCCC1)=O)C(C3)C)C 5'-(5,5-dimethyl-1,3,2-dioxaborinan-2-yl)-2-methyl-1'-(tetrahydro-2H-pyran-2-yl)spiro[cyclopropane-1,3'-indolin]-2'-one